bis[(2-bromo-4-fluoro-phenoxy)methyl]-diisopropyl-germane BrC1=C(OC[Ge](C(C)C)(C(C)C)COC2=C(C=C(C=C2)F)Br)C=CC(=C1)F